(2R,4S,5S)-5-cyclopropoxy-2-((S)-1-(4-fluorophenyl)-1,2,3,4-tetrahydroisoquinoline-2-carbonyl)tetrahydro-2H-pyran-4-yl methanesulfonate CS(=O)(=O)O[C@H]1C[C@@H](OC[C@@H]1OC1CC1)C(=O)N1[C@H](C2=CC=CC=C2CC1)C1=CC=C(C=C1)F